dioxa-azacyclononadecane-9-carbonitrile O1ONCCCCCC(CCCCCCCCCC1)C#N